BrC1=CC=2CC3OCC(NC3C2C=C1)=O 7-bromo-4,4a,9,9a-tetrahydroindeno[2,1-b][1,4]oxazin-3-one